N-(4-(4-(8-(4,4-difluoropiperidin-1-yl)quinolin-6-yl)-1H-1,2,3-triazol-1-yl)-3-(6-azaspiro[2.5]octan-6-yl)phenyl)-2-hydroxyethanesulfonamide FC1(CCN(CC1)C=1C=C(C=C2C=CC=NC12)C=1N=NN(C1)C1=C(C=C(C=C1)NS(=O)(=O)CCO)N1CCC2(CC2)CC1)F